CC1(OC=2C=C(C=C(C2[C@H]2[C@]1(CCC(=C2)C)C)O)CCC)C (6Ar,10aR)-6,6,6a,9-tetramethyl-3-propyl-8,10a-dihydro-7H-benzo[c]chromen-1-ol